CC(C(=O)NC1=CC=C(C=C1)[N+](=O)[O-])(C)C1=CC=CC=C1 2-Methyl-N-(4-nitrophenyl)-2-phenylpropanamide